BrC1=C(C=CC=C1)C1=NC(=NO1)C1=CC2=C(N(N=N2)CC)C=C1 5-(2-bromophenyl)-3-(1-ethyl-1H-benzo[d][1,2,3]triazol-5-yl)-1,2,4-oxadiazole